Cl.NC1=NC=C(C=N1)C#CC1=C(C(=O)N[C@H](CO)C2=CC=CC=C2)C=CC(=C1)OC(F)F [2-(2-aminopyrimidin-5-yl)ethynyl]-4-(difluoromethoxy)-N-[(1S)-2-hydroxy-1-phenylethyl]benzamide hydrochloride